FC1=C(C(=CC(=C1)OC)F)[C@H]1[C@@H](C(NC1)=O)NC=1OC(=NN1)C1=CC=C(C=C1)OC(F)F (3S,4R)-4-(2,6-difluoro-4-methoxyphenyl)-3-({5-[4-(difluoromethoxy)phenyl]-1,3,4-oxadiazol-2-yl}amino)pyrrolidin-2-one